N-[(1S,2S)-2-aminocyclohexyl]-1-methyl-3-{2-[(3-methylphenyl)amino]pyrimidin-4-yl}-1H-pyrazole-5-carboxamide N[C@@H]1[C@H](CCCC1)NC(=O)C1=CC(=NN1C)C1=NC(=NC=C1)NC1=CC(=CC=C1)C